C1(CCC1)OC1=CC=C(C=C1)CNC(N(CC1N(CCCC1)C)CC1=CC=C(C=C1)F)=O 3-(4-Cyclobutoxyphenylmethyl)-1-(4-fluorophenylmethyl)-1-((1-methylpiperidin-2-yl)methyl)urea